N1C(OC(C2=C1C=CC=C2)=O)=O 1H-3,1-benzoxazine-2,4-dione